CC(CCC(=O)O)C(CC)C 4,5-dimethylheptanoic acid